NC1=CC=C(C(=N1)F)C1=CN=C2N1C=C(C(=C2)OCCO)S(=O)(=O)C(C)(C)C 2-((3-(6-amino-2-fluoropyridin-3-yl)-6-(tert-butylsulfonyl)imidazo[1,2-a]pyridin-7-yl)oxy)ethan-1-ol